S(=O)(=O)([O-])C1=CC=C(C)C=C1.[Pt+2].[C@@H]1([C@@H](CCCC1)N)N.S(=O)(=O)([O-])C1=CC=C(C)C=C1 (1R,2R)-(-)-1,2-cyclohexanediamine platinum(II) tosylate